1,2-Hexaendiol C(=C(CCCC)O)O